C(C)(C)(C)OC(=O)NC=1C(=NC=CC1)COC1CCC(CC1)C1=C(OCC(=O)OCC)C=CC=C1 Ethyl 2-(2-((1s,4s)-4-((3-((tert-butoxycarbonyl)amino)pyridin-2-yl)methoxy)cyclohexyl)phenoxy)acetate